FC1(CCN(CC1)CC1=CC=C(CNC=2C=C(C=CC2)C2C(NC(CC2)=O)=O)C=C1)F 3-(3-((4-((4,4-difluoropiperidin-1-yl)methyl)benzyl)amino)phenyl)piperidine-2,6-dione